4-hydroxy-3-(trifluoromethoxy)benzaldehyde OC1=C(C=C(C=O)C=C1)OC(F)(F)F